1-benzoyl-5,5-dimethyl-3-(phenyl-selanyl)piperidin-2-one C(C1=CC=CC=C1)(=O)N1C(C(CC(C1)(C)C)[Se]C1=CC=CC=C1)=O